C(#N)C=1C=C(C=CC1)N1N=CC(=C1)CC(=O)NC1=NNC(=C1)C1CC1 2-[1-(3-cyanophenyl)-1H-pyrazol-4-yl]-N-(5-cyclopropyl-1H-pyrazol-3-yl)acetamide